O\N=C(/CCC(=O)OC)\C1=CC=CC=C1 (E)-methyl 4-hydroxyimino-4-phenylbutyrate